C(C=C)(=O)NN[C@@H](CC(N)=O)C(=O)O N-acrylamidoasparagine